acrylic acid methacrylate (ACRYL-METHACRYLATE) C(=O)(C=C)C=C(C(=O)O)C.C(C(=C)C)(=O)O.C(C=C)(=O)O